ethylene bis(2-iodoisobutyrate) IC(C(=O)OCCOC(C(C)(C)I)=O)(C)C